bis(fluorosulfonate) Lithium [Li+].FS(=O)(=O)[O-].FS(=O)(=O)[O-].[Li+]